ClC1=C(C=2N=C(N=C(C2C(O1)=O)N1C[C@H]2CC[C@@H](C1)N2C(=O)OC(C)(C)C)SC)C tert-butyl (1R,5S)-3-[7-chloro-8-methyl-2-(methylsulfanyl)-5-oxopyrano[4,3-d]pyrimidin-4-yl]-3,8-diazabicyclo[3.2.1]octane-8-carboxylate